4-(5-ethyl-1H-pyrazol-3-yl)-6-(3-(methylamino)azetidin-1-yl)pyrimidin-2-amine C(C)C1=CC(=NN1)C1=NC(=NC(=C1)N1CC(C1)NC)N